triazinetrithiol tetrabutylammonium salt C(CCC)[N+](CCCC)(CCCC)CCCC.N1=NN=C(C(=C1S)S)S